F[C@@H]1C[C@H](N(C1)C)COC1=NC=2C[C@H](CCC2C(=N1)N1[C@H](CN(CC1)C(C=C)=O)C)C1=CC(=CC2=CC=CC=C12)O 1-[(3S)-4-[(7S)-2-[[(2S,4r)-4-fluoro-1-methyl-pyrrolidin-2-yl]methoxy]-7-(3-hydroxy-1-naphthyl)-5,6,7,8-tetrahydroquinazolin-4-yl]-3-methylpiperazin-1-yl]prop-2-en-1-one